(S)-3-(4-fluoro-1-oxo-5-(4-((4-(piperidin-4-ylmethyl)piperidin-1-yl)methyl)piperidin-1-yl)isoindolin-2-yl)piperidine-2,6-dione FC1=C2CN(C(C2=CC=C1N1CCC(CC1)CN1CCC(CC1)CC1CCNCC1)=O)[C@@H]1C(NC(CC1)=O)=O